ClC=1N=CC=C2C=C(N=CC12)NC(C)=O N-(8-chloro-2,7-naphthyridin-3-yl)acetamide